C(C)(C)NCCN(CCN)C(C)C N,N'-diisopropyldiethylenetriamine